COCOC=1C=CC(=NC1)C 5-(methoxymethoxy)-2-methylpyridine